C12N(CCC(NC1)C2)C2=CC(=C(C=C2)NC(=O)C=2C(=CC=1N(C2)C=C(N1)C)OC)F N-(4-(2,6-diazabicyclo[3.2.1]octan-2-yl)-2-fluorophenyl)-7-methoxy-2-methylimidazo[1,2-a]pyridine-6-carboxamide